(E)-3-(4-hydroxy-3-methoxyphenyl)-N-(3,4-dimethylphenyl)acrylamide OC1=C(C=C(C=C1)/C=C/C(=O)NC1=CC(=C(C=C1)C)C)OC